4-hydroxysphinganine OC([C@H]([C@H](CO)N)O)CCCCCCCCCCCCCC